ethyl 1-(2-(2,5-dimethylphenyl) acetamido)-4-methoxycyclohexanecarboxylate CC1=C(C=C(C=C1)C)CC(=O)NC1(CCC(CC1)OC)C(=O)OCC